1,1,5,5-tetraphenyl-3,3-dimethyl-1,5-bis(3-aminopropyl)trisiloxane C1(=CC=CC=C1)[Si](O[Si](O[Si](CCCN)(C1=CC=CC=C1)C1=CC=CC=C1)(C)C)(CCCN)C1=CC=CC=C1